5-(allyloxy)-2-(4,6-bis(2,4-dimethylphenyl)-1,3,5-triazin-2-yl)phenol C(C=C)OC=1C=CC(=C(C1)O)C1=NC(=NC(=N1)C1=C(C=C(C=C1)C)C)C1=C(C=C(C=C1)C)C